3-[4-amino-3-(5-cyclopropyl-4-iodo-isoxazol-3-yl)pyrazolo[3,4-d]pyrimidin-1-yl]cyclobutanecarboxylic acid NC1=C2C(=NC=N1)N(N=C2C2=NOC(=C2I)C2CC2)C2CC(C2)C(=O)O